(S)-2-amino-3-(4-chlorobenzo[d]oxazol-2-yl)-N-(1-cyanocyclopropyl)propanamide N[C@H](C(=O)NC1(CC1)C#N)CC=1OC2=C(N1)C(=CC=C2)Cl